C(C)(C)NC1=NC(=NC=C1C#N)SC 4-(Isopropylamino)-2-(methylthio)pyrimidine-5-carbonitrile